4-(2-cyano-7-((5-methoxy-7-methyl-1H-indol-4-yl)methyl)-7-azaspiro[3.5]nonan-6-yl)-N-((3-fluoroazetidin-3-yl)methyl)benzamide C(#N)C1CC2(C1)CC(N(CC2)CC2=C1C=CNC1=C(C=C2OC)C)C2=CC=C(C(=O)NCC1(CNC1)F)C=C2